FC(S(=O)(=O)C=1C=CC=C2C=NNC12)(F)F 7-(trifluoromethylsulfonyl)indazole